(amino)-para-xylene NC1=C(C=CC(=C1)C)C